2-(3,4-Dimethoxyphenethyl)-5-(3,4-dihydro-6-methoxy-2,5,7,8-tetramethyl-2H-benzopyran-2-yl)-1,3,4-oxadiazole COC=1C=C(CCC=2OC(=NN2)C2(OC3=C(CC2)C(=C(C(=C3C)C)OC)C)C)C=CC1OC